C1(CCC1)NCC1=C(N(C2=CC=CC=C12)CC1CC1)C(=O)O 3-[(cyclobutylamino)methyl]-1-(cyclopropylmethyl)-1H-indole-2-carboxylic acid